C(CCCCCCCCCCC)SC(CC(=O)C1C(C=CCC1(C)C)C)C 3-(dodecylthio)-1-(2,6,6-trimethylcyclohex-3-en-1-yl)butan-1-one